C1(CC1)[C@H](CO)NC1=NC(=C2N=CN(C2=N1)CC)N[C@@H]1CN(CC1)S(=O)(=O)C (R)-2-cyclopropyl-2-((9-ethyl-6-(((S)-1-(methylsulfonyl)pyrrolidin-3-yl)amino)-9H-purin-2-yl)amino)ethanol